BrC1=C(C(=CC(=C1O)Br)/C=N/C1=CC=C(C=C1)C=1C=C2N(C=C(N=C2)C)C1)O (E)-2,4-dibromo-6-(((4-(3-methylpyrrolo[1,2-a]pyrazin-7-yl)phenyl)imino)methyl)benzene-1,3-diol